1-{4-[1-(3,4-Dimethylphenyl)-8-methoxy-1H-pyrazolo[4,3-c]quinolin-3-yl]phenyl}-N,N-dimethylpiperidin-4-amine CC=1C=C(C=CC1C)N1N=C(C=2C=NC=3C=CC(=CC3C21)OC)C2=CC=C(C=C2)N2CCC(CC2)N(C)C